4-ethoxy-2-(2-fluorophenyl)quinolin C(C)OC1=CC(=NC2=CC=CC=C12)C1=C(C=CC=C1)F